1-[6-(2,2-dimethyl-6-methylenecyclohexyl)-4-methyl-3-hexenyl]Decahydro-2,5,5,8a-tetramethyl-2-naphthol CC1(C(C(CCC1)=C)CCC(=CCCC1C(CCC2C(CCCC12C)(C)C)(O)C)C)C